(3E)-4-(4-propoxyphenyl)-3-buten-1-ol C(CC)OC1=CC=C(C=C1)/C=C/CCO